N-(2-chloro-3-((3,5-dimethyl-4-oxo-3,4-dihydro-quinazolin-6-yl)amino)-4-fluorophenyl)-3-fluoro-3-(methoxymethyl)azetidine-1-sulfonamide trifluoroacetate FC(C(=O)O)(F)F.ClC1=C(C=CC(=C1NC=1C(=C2C(N(C=NC2=CC1)C)=O)C)F)NS(=O)(=O)N1CC(C1)(COC)F